((2-aminopyridin-3-yl)oxy)-3-(isopropylamino)propan-2-ol NC1=NC=CC=C1OCC(CNC(C)C)O